(1s,3s)-N-((4-(3-cyclopropyl-1-methyl-1H-pyrazol-5-yl)bicyclo[2.2.2]octan-1-yl)methyl)-3-hydroxy-N-(3-(methylsulfonyl)phenyl)-3-(trifluoromethyl)cyclobutane-1-carboxamide C1(CC1)C1=NN(C(=C1)C12CCC(CC1)(CC2)CN(C(=O)C2CC(C2)(C(F)(F)F)O)C2=CC(=CC=C2)S(=O)(=O)C)C